Ethyl (2-(2-(4-chloro-5-((5-isopropyl-6-oxo-1,6-dihydropyridazin-3-yl)oxy)bicyclo[4.2.0]octa-1(6),2,4-trien-2-yl)hydrazineylidene)-2-cyanoacetyl)-carbamate ClC=1C=C(C=2CCC2C1OC1=NNC(C(=C1)C(C)C)=O)NN=C(C(=O)NC(OCC)=O)C#N